tetramethyl-naphthalenyl-disiloxane C[SiH](O[Si](C1=CC=CC2=CC=CC=C12)(C)C)C